(tetrahydro-2H-pyran-4-yl)-1H-pyrazol-4-amine O1CCC(CC1)N1N=CC(=C1)N